C(C1=CC=CC=C1)OC(=O)N1CCC2(C[C@H]2C(N)=O)CC1 (1R)-1-carbamoyl-6-azaspiro[2.5]octane-6-carboxylic acid benzyl ester